9-tetradecenoic acid C(CCCCCCCC=CCCCC)(=O)O